ethyl 2-isobutyl-6-oxo-cyclohexanecarboxylate C(C(C)C)C1C(C(CCC1)=O)C(=O)OCC